CC1=CN=CC2=C1OCC(N2)=O 8-methyl-4H-pyrido[4,3-b][1,4]oxazin-3-one